(2R,3S)-2-(3-(2-chloro-7H-purin-7-yl)propyl)piperidin-3-ol trihydrochloride Cl.Cl.Cl.ClC1=NC=C2N(C=NC2=N1)CCC[C@H]1NCCC[C@@H]1O